2-(isoquinolin-6-yl)-N-methyl-1-(3-(methylcarbamoyl)cyclopentyl)-1H-benzo[d]imidazole-6-carboxamide C1=NC=CC2=CC(=CC=C12)C1=NC2=C(N1C1CC(CC1)C(NC)=O)C=C(C=C2)C(=O)NC